N,N-diethyl-chloroformamide C(C)N(C(=O)Cl)CC